C(C1=CC=CC=C1)OC(NC1CCC(CC1)=O)=O (4-oxocyclohexyl)carbamic acid benzyl ester